NC1=NC(=CC(=N1)N1[C@@H](COCCC1)C=1C=C(C=CC1Cl)NS(=O)(=O)C)C |r| (+/-)-N-(3-(4-(2-amino-6-methylpyrimidin-4-yl)-1,4-oxazepan-3-yl)-4-chlorophenyl)methanesulfonamide